5-[p-(Methylsulfonyl)phenyl]-6-(1-{[p-(trifluoromethyl)phenyl]methyl}-1H-pyrazol-4-yl)-4-pyrimidinylamine CS(=O)(=O)C1=CC=C(C=C1)C=1C(=NC=NC1C=1C=NN(C1)CC1=CC=C(C=C1)C(F)(F)F)N